FC1(O[C@H]([C@H](OC1(F)F)F)F)F |o1:3,4| (5r,6s)-rel-2,2,3,3,5,6-hexafluoro-1,4-dioxane